C[N+](CCCCCC)(CCCCC)C N,N-dimethyl-N-pentyl-N-hexylammonium